6-(tert-butylsulfonyl)-7-(pyrrolidin-3-yloxy)imidazo[1,2-a]pyridine C(C)(C)(C)S(=O)(=O)C=1C(=CC=2N(C1)C=CN2)OC2CNCC2